ClC=1N=C(C2=C(N1)N=CC=C2)OC(C)C2=CC=C(C=C2)C=2N(C=C(N2)C(F)(F)F)C(C)C 2-chloro-4-(1-(4-(1-isopropyl-4-(trifluoromethyl)-1H-imidazol-2-yl)phenyl)ethoxy)pyrido[2,3-d]pyrimidine